(4-(dihexylamino)-3-fluorophenyl)-2,6-dimethylpyrimidin-4(3H)-one hydrochloride Cl.C(CCCCC)N(C1=C(C=C(C=C1)N1C(=NC(=CC1=O)C)C)F)CCCCCC